C1(=CC(=CC=C1)C1CNCC1)C 3-(m-tolyl)pyrrolidine